O=C(C(=O)O)C(CC)C keto-β-methyl-valeric acid